CC1=C(C=C(C(=O)NC2=C(C=CC(=C2)[N+](=O)[O-])C)C=C1)S(NC1=C(C=CC=C1)C)(=O)=O 4-methyl-N-(2-methyl-5-nitrophenyl)-3-(N-(o-tolyl)sulfamoyl)benzamide